2-(2-(2,5-dioxo-2,5-dihydro-1H-pyrrol-1-yl)ethoxy)propionic acid O=C1N(C(C=C1)=O)CCOC(C(=O)O)C